FC=1C(=CC2=C(C(NC=3CNC[C@@H](C23)N(C(C2=CC(=CC=C2)OC2=CC(=CC=C2)F)=O)C)=O)C1)F (R)-N-(8,9-difluoro-6-oxo-1,2,3,4,5,6-hexahydrobenzo[c][1,7]naphthyridin-1-yl)-3-(3-fluorophenoxy)-N-methylbenzamide